C(C1=CC=CC=C1)N(C(C(CC)(C)C)=O)OP(=O)(N(C)C)N(C)C N-benzyl-N-((bis(dimethylamino)phosphoryl)oxy)-2,2-dimethylbutanamide